2-methyl-N-(1-(1-methyl-2-oxo-1,2-dihydrobenzo[cd]indol-6-yl)cyclopropyl)-5-(3-(4-methylpiperazin-1-yl)azetidin-1-yl)benzamide antimony chromium titanium [Ti].[Cr].[Sb].CC1=C(C(=O)NC2(CC2)C=2C=3C4=C(C(N(C4=CC2)C)=O)C=CC3)C=C(C=C1)N1CC(C1)N1CCN(CC1)C